4-(2,6-dichlorophenyl)-5-phenyl-2-(2-thienyl)imidazole ClC1=C(C(=CC=C1)Cl)C=1N=C(NC1C1=CC=CC=C1)C=1SC=CC1